C(C)C1=CC(=C(C=C1)\N=N\C1=CC=C(C=C1)S(=O)(=O)[O-])O 4-[(E)-(4-ethyl-2-hydroxy-phenyl)azo]-benzen-sulfonate